C1NCC12CC(C2)CCOC=2C=C1C(N(C(C1=CC2)=O)C2C(NC(CC2)=O)=O)=O 5-(2-[2-azaspiro[3.3]heptan-6-yl]ethoxy)-2-(2,6-dioxopiperidin-3-yl)isoindole-1,3-dione